C(=O)(O)C1=CC(=C(C=C1)C)C(=O)O 1,3-dicarboxy-4-methylbenzene